N-methyl-1-(3-methylbenzofuran-2-yl)methylamine CNCC=1OC2=C(C1C)C=CC=C2